Palmitoyl-tryptophan ethyl ester C(C)OC([C@@H](NC(CCCCCCCCCCCCCCC)=O)CC1=CNC2=CC=CC=C12)=O